F[C@@H]1[C@@H](C1)C(=O)NC1=CC=C2C(=N1)N(C=C2C2=CC1=C(N=CS1)C=C2OC)COCC[Si](C)(C)C (1S,2S)-2-fluoro-N-(3-(5-methoxybenzo[d]thiazol-6-yl)-1-((2-(trimethylsilyl)ethoxy)methyl)-1H-pyrrolo[2,3-b]pyridin-6-yl)cyclopropane-1-carboxamide